BrC=1C=C(COC2(COC2)C2=CC(=C(C=C2F)N=CN(C)CC)C)C=CC1 N'-(4-(3-((3-bromobenzyl)oxy)oxetan-3-yl)-5-fluoro-2-methylphenyl)-N-ethyl-N-methylformimidamide